FC1(CCC2=C1N=C(N=C2N2C[C@H](CC2)CC(=O)OCC)N2[C@H](CC2)C)F ethyl 2-((R)-1-(7,7-difluoro-2-((S)-2-methylazetidin-1-yl)-6,7-dihydro-5H-cyclopenta[d]pyrimidin-4-yl)pyrrolidin-3-yl)acetate